BrC1=CC=C(C=C1)N1C(N(C(C1)=O)CC1=CC(=C(OC(C(=O)OCC)(C)C)C(=C1)C)C)=O Ethyl 2-(4-((3-(4-bromophenyl)-2,5-dioxoimidazolin-1-yl) methyl)-2,6-dimethylphenoxy)-2-methylpropionate